7-hydroxy-2H-1-benzofuran-2-one OC1=CC=CC=2CC(OC21)=O